Farnesyl Pyrophosphate O(P([O-])(=O)OP(=O)([O-])[O-])CC=C(C)CCC=C(C)CCC=C(C)C